FC=1C=C(C=CC1)C1=NOC(=N1)C=1C=CC(N(C1)CC=1C=NC=CC1)=O 5-(3-(3-fluorophenyl)-1,2,4-oxadiazol-5-yl)-1-(pyridin-3-ylmethyl)pyridin-2(1H)-one